C[S-].[Na+] Natrium methanthiolat